4-[2-(cyclopropoxy)ethyl-[4-(5,6,7,8-tetrahydro-1,8-naphthyridin-2-yl)butyl]amino]-2-[(4,4,4-trifluoro-3,3-dimethyl-butanoyl)amino]butanoic acid C1(CC1)OCCN(CCC(C(=O)O)NC(CC(C(F)(F)F)(C)C)=O)CCCCC1=NC=2NCCCC2C=C1